BrC=1C=C(C(=NC1)C#N)OC 5-bromo-3-methoxypicolinonitrile